2-chloro-6-[(1rs,2rs)-2-(trifluoromethyl)cyclopropyl]Pyridine-3-carbonitrile ClC1=NC(=CC=C1C#N)[C@H]1[C@@H](C1)C(F)(F)F |r|